(-)-6-(4-chlorophenyl)-N-(1-cyclopropyl-2-hydroxyethyl)-3-oxo-2-(pyridin-3-yl)-2,3-dihydropyridazine-4-carboxamide ClC1=CC=C(C=C1)C=1C=C(C(N(N1)C=1C=NC=CC1)=O)C(=O)NC(CO)C1CC1